COC1CCC(CC1)NC/C=C/C(=O)OC methyl (e)-4-(((1r,4r)-4-methoxycyclohexyl)amino)but-2-enoate